O[C@H]1C[C@H](CCCC1)NC1=NC=C2N=C(N(C2=N1)C1CCC(CC1)C(=O)N)NC1=C(C=C(C=C1Cl)Cl)Cl (1R,4s)-4-(2-((1S,3R)-3-hydroxycycloheptylamino)-8-(2,4,6-trichlorophenylamino)-9H-purin-9-yl)cyclohexanecarboxamide